ClCOC(CC1=C(N(C2=CC=C(C=C12)OC)C(C1=CC=C(C=C1)Cl)=O)C)=O 2-(1-(4-chlorobenzoyl)-5-methoxy-2-methyl-1H-indol-3-yl)acetic acid chloromethyl ester